xylylzinc C1(=C(C(=CC=C1)C)C)[Zn]